COC1=CC=C(C(=O)NC2CCC(CC2)NC2=NN(C(C(=C2)C(F)(F)F)=O)C)C=C1 4-methoxy-N-((1S,4S)-4-((1-methyl-6-oxo-5-(trifluoromethyl)-1,6-dihydropyridazin-3-yl)amino)cyclohexyl)benzamide